CC=1C=C(N)C=CC1OCC1=NC=CC=N1 3-methyl-4-(pyrimidin-2-ylmethoxy)aniline